N=S(=O)CN1CC2=CC(=CC=C2CC1)C1=CC=NC2=NC(=CC=C12)OC imino[7-(7-methoxy-1,8-naphthyridin-4-yl)-1,2,3,4-tetrahydroisoquinolin-2-yl]methyl-λ6-sulfanone